C1(CC1)C(CC(=O)O)(C)NS(=O)C(C)(C)C 3-cyclopropyl-3-[(2-methylpropane-2-sulfinyl)amino]Butyric acid